tert-butyl 3-(2,4-dioxohexahydropyrimidin-1-yl)azetidine-1-carboxylate O=C1N(CCC(N1)=O)C1CN(C1)C(=O)OC(C)(C)C